Cl.Cl.FC=1C=C(OC2CCN(CC2)C(=O)C2=CC(=C(C=C2)O[C@@H]2CNCC2)N2CCCCC2)C=C(C1)N1CCNCC1 (S)-(4-(3-fluoro-5-(piperazin-1-yl)phenoxy)piperidin-1-yl)(3-(piperidin-1-yl)-4-(pyrrolidin-3-yloxy)phenyl)methanone dihydrochloride